FC1=CC=C(C=C1)COC(=O)C=1C(NC2=CC=CC=C2C1)=O (4-fluorophenylmethyl)-2-oxo-1,2-dihydroquinoline-3-carboxylate